3-(7-methyl-4-(methylsulfonyl)-1-oxoisoindolin-2-yl)piperidine-2,6-dione CC=1C=CC(=C2CN(C(C12)=O)C1C(NC(CC1)=O)=O)S(=O)(=O)C